CB1OC(C2N1CCC2)(C2=CC=CC=C2)C2=CC=CC=C2 1-methyl-3,3-diphenyl-3a,4,5,6-tetrahydropyrrolo[1,2-c][1,3,2]oxazaborole